COCCOCCOCCO triethylene Glycol Methyl Ether